(R)-1-(8-(isopropylamino)-2-(((1-(methylsulfonyl)piperidin-4-yl)methyl)amino)pyrido[3,4-d]pyrimidin-6-yl)ethyl benzoate C(C1=CC=CC=C1)(=O)O[C@H](C)C1=CC2=C(N=C(N=C2)NCC2CCN(CC2)S(=O)(=O)C)C(=N1)NC(C)C